(2R,3R)-N-(2-Amino-3-fluoro-4-((4-(trifluoromethyl)benzyl)amino)phenyl)-2,3-difluorododecanamid NC1=C(C=CC(=C1F)NCC1=CC=C(C=C1)C(F)(F)F)NC([C@H]([C@@H](CCCCCCCCC)F)F)=O